CC(CCCCCCN1C[C@H](C[C@H]1C(=O)OCCCCCCCC(=O)OC(CCCCCCCC)CCCCCCCC)OC(CCC(=O)O)=O)(C(OCCCC(CCCCC)CCCCC)=O)C 4-[(3S,5S)-1-[7,7-dimethyl-8-oxo-8-(4-pentylnonoxy)octyl]-5-[8-(1-octylnonoxy)-8-oxooctoxy]carbonyl-pyrrolidin-3-yl]oxy-4-oxo-butanoic acid